FC(C1=CN=C2N1N=C(C=C2)C=2C1=C(N=C(N2)NC)NC=C1)F (3-(difluoromethyl)imidazo[1,2-b]pyridazin-6-yl)-N-methyl-7H-pyrrolo[2,3-d]pyrimidin-2-amine